C(CCCCC)C(C(=O)[O-])CCCC.C(CCCCC)C(C(=O)[O-])CCCC.C(CCCCCCC)[Sn+2]CCCCCCCC Dioctyl-tin di(2-hexyl hexanoate)